I.S1C=CC=C1 thiofuran hydroiodide